CN(C=1C=CC(=C(C1)NC(=O)C1=NNC=C1[N+](=O)[O-])[N+](=O)[O-])C N-(5-(dimethylamino)-2-nitrophenyl)-4-nitro-1H-pyrazole-3-carboxamide